Cl.Cl.Cl.N[C@]1([C@@H](CC[C@H](C1)CCB(O)O)CNC([C@H](CC=1N=CNC1)N)=O)C(=O)O (1R,2S,5R)-1-Amino-2-(((S)-2-amino-3-(1H-imidazol-4-yl)propanamido)methyl)-5-(2-boronoethyl)cyclohexane-1-carboxylic acid trihydrochloride